1-[[[1-[2-methoxy-4-(trifluoromethyl)phenyl]pyrido[3,4-d]pyridazin-4-yl]amino]methyl]-2-azabicyclo[2.2.1]heptan-3-one COC1=C(C=CC(=C1)C(F)(F)F)C1=C2C(=C(N=N1)NCC13NC(C(CC1)C3)=O)C=NC=C2